Rel-N-[(1R)-1-(6-cyanopyridin-2-yl)ethyl]-1-(6-fluoro-4-methyl-2-oxo-1H-quinolin-3-yl)cyclopropane-1-carboxamide C(#N)C1=CC=CC(=N1)[C@@H](C)NC(=O)C1(CC1)C=1C(NC2=CC=C(C=C2C1C)F)=O |o1:8|